1-(5-(2-chloro-3,3,3-trifluoropropan-1-en-1-yl)-1-methyl-1H-imidazol-2-yl)-2-(ethylsulfonyl)ethane-1-one ClC(=CC1=CN=C(N1C)C(CS(=O)(=O)CC)=O)C(F)(F)F